ClC=1C(=NC(=NC1)NC1CCC(CC1)C(=O)NC)C1=NNC(=C1)C1CC1 4-((5-chloro-4-(5-cyclopropyl-1H-pyrazol-3-yl)pyrimidin-2-yl)amino)-N-methylcyclohexane-1-carboxamide